(3-fluoropyridin-2-yl)(imino)(methyl)-λ6-sulfanone FC=1C(=NC=CC1)S(=O)(C)=N